gold (I) disulfite S(=O)([O-])OS(=O)[O-].[Au+].[Au+]